N-(3-(5-fluoro-2-(4-((1-methylpiperidin-4-yl)methoxy)phenylamino)pyrimidin-4-ylamino)phenyl)acrylamide FC=1C(=NC(=NC1)NC1=CC=C(C=C1)OCC1CCN(CC1)C)NC=1C=C(C=CC1)NC(C=C)=O